5-[4-(3-fluoro-benzenesulfonyl)-piperazin-1-yl]-4-methyl-benzofuran-2-carboxylic acid FC=1C=C(C=CC1)S(=O)(=O)N1CCN(CC1)C=1C=CC2=C(C=C(O2)C(=O)O)C1C